(2s,4S)-2-((1R,5S,6S)-6-(4-Ethylphenyl)-3-azabicyclo[3.1.0]hexan-3-carbonyl)-7-oxa-5-azaspiro[3.4]octan-6-on C(C)C1=CC=C(C=C1)C1[C@@H]2CN(C[C@H]12)C(=O)C1CC2(C1)NC(OC2)=O